Diethyl ketomalonate O=C(C(=O)OCC)C(=O)OCC